3-azabicyclo[3.1.0]hexane-1-carboxylic acid C12(CNCC2C1)C(=O)O